1,1,3,3-Tetramethoxydimethyl-disiloxan CO[Si](O[Si](OC)(OC)C)(OC)C